N,N-diethyl-2-methyltryptamine C(C)N(CCC1=C(NC2=CC=CC=C12)C)CC